rac-anti-dimethylsilandiyl(2-methyl-4-phenyl-5-methoxy-6-tert-butyl-indenyl)(2-methyl-4-(4-tert-butylphenyl)indenyl)zirconium dichloride [Cl-].[Cl-].C[Si](=[Zr+2](C1C(=CC2=C(C=CC=C12)C1=CC=C(C=C1)C(C)(C)C)C)C1C(=CC2=C(C(=C(C=C12)C(C)(C)C)OC)C1=CC=CC=C1)C)C